(2S,5R)-1-(4-benzoylbenzoyl)-5-(2-chlorophenyl)pyrrolidine-2-carboxylic acid C(C1=CC=CC=C1)(=O)C1=CC=C(C(=O)N2[C@@H](CC[C@@H]2C2=C(C=CC=C2)Cl)C(=O)O)C=C1